C(C)(C)(C)OC(CCOCCOCCOCCO)=O 3-{2-[2-(2-hydroxyethoxy)ethoxy]ethoxy}propanoic acid tert-butyl ester